5-fluoro-N-((3r,4r)-3-fluoro-1-(methylsulfonyl)piperidin-4-yl)-7-(cis-2-fluorocyclopentyl)pyrrolo[2,1-f][1,2,4]triazin-2-amine FC=1C=C(N2N=C(N=CC21)N[C@H]2[C@@H](CN(CC2)S(=O)(=O)C)F)[C@H]2[C@H](CCC2)F